N-(1-cyanocyclopropyl)-8-(piperidin-4-yl)-3-(5-(trifluoromethyl)-1,3,4-thiadiazol-2-yl)-N-((2-(trimethylsilanyl)ethoxy)methyl)imidazo[1,5-a]pyridin-6-sulfonamide C(#N)C1(CC1)N(S(=O)(=O)C=1C=C(C=2N(C1)C(=NC2)C=2SC(=NN2)C(F)(F)F)C2CCNCC2)COCC[Si](C)(C)C